BrC=1C=C2C(CC(OC2=CC1OCC1=CC=C(C=C1)OC)(C)C)=O 6-Bromo-7-((4-methoxybenzyl)oxy)-2,2-dimethylchroman-4-one